(S)-(1-((6-chloro-3-(3-(((trifluoromethyl)sulfonyl)methyl)pyrrolidin-1-yl)-1H-pyrazolo[4,3-c]pyridin-1-yl)methyl)cyclopentyl)methanol ClC1=CC2=C(C=N1)C(=NN2CC2(CCCC2)CO)N2C[C@H](CC2)CS(=O)(=O)C(F)(F)F